3-((5S)-2-oxo-5-(7-(perfluoropropan-2-yl)-9b-(phenylsulfonyl)-2,3,3a,4,5,9b-hexahydro-1H-pyrrolo[3,2-f]quinoline-3-carbonyl)pyrrolidin-1-yl)propionitrile trifluoroacetate FC(C(=O)O)(F)F.O=C1N([C@@H](CC1)C(=O)N1CCC2(C=3C=CC(=NC3CCC21)C(C(F)(F)F)(C(F)(F)F)F)S(=O)(=O)C2=CC=CC=C2)CCC#N